NCCCC[C@@H](C(=O)NCCCCCC(=O)O)NC([C@H](CCCCN)N)=O 6-{(S)-6-amino-2-[(S)-2,6-diaminohexanamido]hexanamido}hexanoic Acid